2-(2,6-dioxopiperidin-3-yl)-5-((4-(5-methylthieno[2,3-d]pyrimidin-4-yl)-3,6-dihydropyridin-1(2H)-yl)methyl)isoindoline-1,3-dione O=C1NC(CCC1N1C(C2=CC=C(C=C2C1=O)CN1CCC(=CC1)C=1C2=C(N=CN1)SC=C2C)=O)=O